1-(4-(4-amino-7-cyclopropyl-7H-pyrrolo[2,3-d]pyrimidin-5-yl)-2-fluorophenyl)-3-(3-(tert-butyl)isoxazol-5-yl)urea NC=1C2=C(N=CN1)N(C=C2C2=CC(=C(C=C2)NC(=O)NC2=CC(=NO2)C(C)(C)C)F)C2CC2